6-(4-chlorophenyl)-3-(1-cyclopentylpiperidin-3-yl)-2-methylpyridine ClC1=CC=C(C=C1)C1=CC=C(C(=N1)C)C1CN(CCC1)C1CCCC1